2-{2'-Chloro-5'-methoxy-6-methyl-[4,4'-bipyridine]-3-amido}-1,3-thiazole-5-carboxylic acid ClC1=NC=C(C(=C1)C1=C(C=NC(=C1)C)C(=O)NC=1SC(=CN1)C(=O)O)OC